N=1CCC1 2,3-dihydroazet